tert-butyl (1R,5S,6s)-6-((4-(2-(((benzyloxy)carbonyl)amino)propan-2-yl)pyridin-2-yl)oxy)-3-azabicyclo[3.1.0]hexane-3-carboxylate C(C1=CC=CC=C1)OC(=O)NC(C)(C)C1=CC(=NC=C1)OC1[C@@H]2CN(C[C@H]12)C(=O)OC(C)(C)C